3-(2,6-dioxopiperidin-3-yl)-4-oxo-3,4-dihydrobenzo[d][1,2,3]triazine-6-carbonitrile O=C1NC(CCC1N1N=NC2=C(C1=O)C=C(C=C2)C#N)=O